6-(1-cyclopropyl-4-methyl-1H-1,2,3-triazol-5-yl)-2-(2,5-dimethyl-1H-pyrrol-1-yl)thiazolo[4,5-c]pyridine C1(CC1)N1N=NC(=C1C1=CC2=C(C=N1)N=C(S2)N2C(=CC=C2C)C)C